C1=C(C=CC2=CC=CC=C12)C=1C=C(C=CC1)NC1=CC=C(C=C1)C1=CC=C(C=C1)C1=CC=CC=C1 (3-naphthalen-2-yl-phenyl)-(1,1':4',1''-terphenyl-4-yl)-amine